N1=NN(C2=NC=CC=C21)C2=CC=C(C(=O)N([C@H]1CNCCC1)C1=NC=CC=C1C)C=C2 (R)-4-(3H-[1,2,3]triazolo[4,5-b]pyridin-3-yl)-N-(3-methylpyridin-2-yl)-N-(piperidin-3-yl)benzamide